ClC1=C(C=CC(=C1)F)C1N=C(NC(=C1C(=O)OC)[C@@H]1CC[C@H](CC1)C=1C=NN(C1)CCC(=O)OC)C=1SC=CN1 (trans)-Methyl 4-(2-chloro-4-fluorophenyl)-6-(4-(1-(3-methoxy-3-oxopropyl)-1H-pyrazol-4-yl)cyclohexyl)-2-(thiazol-2-yl)-1,4-dihydropyrimidine-5-carboxylate